[Zn+2].C(CCCCCCCCC=C)(=O)[O-].C(CCCCCCCCC=C)(=O)[O-] 10-undecenoic acid zinc salt